6-[3-(dibenzothiophen-4-yl)phenyl]dibenzo[f,h]quinoxalin C1=CC=C(C=2SC3=C(C21)C=CC=C3)C=3C=C(C=CC3)C=3C=CC=2C(=C1N=CC=NC1=C1C2C=CC=C1)C3